ClC=1N=C(C(=NC1)N)C 5-chloro-3-methylpyrazin-2-amine